C(C)N(CC)C[C@@H]1N(CCCC1)CC(=O)N1C2=C(NC(C3=C1C=CC=C3)=O)C=CC=N2 (R)-11-[2-[2-[(diethylamino)methyl]-1-piperidinyl]acetyl]-5,11-dihydro-6H-pyrido[2,3-b][1,4]benzodiazepine-6-One